C[C@H]1NCC2=C(C=3C=4C=CC(=NC4C=CC3S2)C2=C(N=NC(=C2)C=C)OCCN2CCCC2)NC1 (R)-10-methyl-3-(3-(2-(pyrrolidin-1-yl)ethoxy)-6-vinylpyridazin-4-yl)-9,10,11,12-tetrahydro-8H-[1,4]diazepino[5',6':4,5]thieno[3,2-f]quinolin